C(C)N1N(C2=NC(=NC=C2C1=O)NC1=CC=C(C#N)C=C1)C1=NC(=CC=C1)OC1CCNCC1 p-{2-ethyl-3-oxo-1-[6-(4-piperidyloxy)-2-pyridyl]-1,2-dihydro-3H-1,2,5,7-tetraazainden-6-ylamino}benzonitrile